ethylene argininylaspartate N[C@@H](CCCNC(N)=N)C(=O)N[C@H]1CC(=O)OCCOC1=O